C(CC(=O)O[2H])(=O)O malonic acid-d